ClC1=CC=C(C=C1)C=1C(C(C(C1SCC)C1=CC=C(C=C1)C)O)=O 2-(4-chlorophenyl)-3-(ethylsulfanyl)-4-p-tolyl-5-hydroxycyclopent-2-en-1-one